3-(3-Ethoxy-4-hydroxyphenyl)-1-[4-(pyrrolidine-1-sulfonyl)phenyl]prop-2-en-1-one C(C)OC=1C=C(C=CC1O)C=CC(=O)C1=CC=C(C=C1)S(=O)(=O)N1CCCC1